2-fluoro-N-[[4-(1H-pyrrolo[2,3-b]pyridin-4-yl)phenyl]methyl]benzylamine dihydrochloride Cl.Cl.FC1=C(CNCC2=CC=C(C=C2)C2=C3C(=NC=C2)NC=C3)C=CC=C1